2-(p-hydroxyphenyl)ethyltrimethoxysilane OC1=CC=C(C=C1)CC[Si](OC)(OC)OC